C(C)OC(CC1CC(CCC1)C=1C(=NC(=CC1)C=1N=NN(C1CO)C)C)=O 2-(3-{6-[5-(hydroxymethyl)-1-methyl-1H-1,2,3-triazol-4-yl]-2-methylpyridin-3-yl}cyclohexyl)acetic acid ethyl ester